tert-butyl (±)-(15-(3,4-dihydroxyphenyl)-1-(4-(6-methyl-1,2,4,5-tetrazin-3-yl)-phenoxy)-13-oxo-3,6,9-trioxa-12-azapentadecan-14-yl)carbamate OC=1C=C(C=CC1O)C[C@H](C(NCCOCCOCCOCCOC1=CC=C(C=C1)C=1N=NC(=NN1)C)=O)NC(OC(C)(C)C)=O |r|